6-((R)-1-acetyl-3-(trifluoromethyl)pyrrolidin-3-yl)-4-(((R)-1-(3-(difluoromethyl)-2-fluorophenyl)ethyl)amino)-2-methyl-2,6-dihydropyrido[3,4-d]pyridazine-1,7-dione C(C)(=O)N1C[C@](CC1)(C(F)(F)F)N1C=C2C(=NN(C(C2=CC1=O)=O)C)N[C@H](C)C1=C(C(=CC=C1)C(F)F)F